FC=1C=C(C(=CC1N)C(F)(F)F)C1=C(C=C(C(=C1)F)N)C(F)(F)F 3,5'-difluoro-6,2'-bis(trifluoromethyl)-4,4'-diaminobiphenyl